C(CCCCCCCCC)(=O)N[C@@H](CN1C=NC2=CC=C(C=C2C1=O)C(=O)O)C(=O)NCCCCCC (S)-3-(2-decanamido-3-(hexylamino)-3-oxopropyl)-4-oxo-3,4-dihydroquinazoline-6-carboxylic acid